OCC1=C2C(=NC=C1)N(N=C2C2CN(C2)C(\C=C\C)=O)C2=CC=C(C=C2)OC(F)(F)F (E)-1-(3-(4-(hydroxymethyl)-1-(4-(trifluoromethoxy)phenyl)-1H-pyrazolo[3,4-b]pyridin-3-yl)azetidin-1-yl)but-2-en-1-one